FC(C(C(CC)=O)(F)F)(F)F 1,1,1,2,2-pentafluoro-3-pentanone